O1COC2=C1C=CC(=C2)C2CC(OC1=CC=C3C(=C21)OC(C3=O)=CC3=CC2=C(OCCO2)C=C3)=O 9-(benzo[d][1,3]dioxol-5-yl)-2-((2,3-dihydrobenzo[b][1,4]dioxin-6-yl)methylene)-8,9-dihydro-7H-furo[2,3-f]chromene-3,7(2H)-dione